BrC1=CC=C(C=C1)C=1N=NN(N1)CC=1C=C(N(N1)CC(F)F)C(=O)NC1=C(C=C(C=C1C)C#N)C(N)=O 5-[[5-(4-bromophenyl)tetrazol-2-yl]methyl]-N-(2-carbamoyl-4-cyano-6-methyl-phenyl)-2-(2,2-difluoroethyl)pyrazole-3-carboxamide